2-((3,6-diazabicyclo[3.1.1]heptan-3-yl)methyl)-4(3H)-quinazolinone C12CN(CC(N1)C2)CC2=NC1=CC=CC=C1C(N2)=O